(4-((3-(7-(((3S,4R)-3-fluoro-1-methylpiperidin-4-yl)amino)-3-(2,2,2-trifluoroethyl)benzo[b]thiophen-2-yl)prop-2-yn-1-yl)amino)-3-(trifluoromethoxy)phenyl)dimethylphosphine oxide F[C@H]1CN(CC[C@H]1NC1=CC=CC2=C1SC(=C2CC(F)(F)F)C#CCNC2=C(C=C(C=C2)P(C)(C)=O)OC(F)(F)F)C